CS(=O)(=O)C1=CC=C(COC2=C(N=NN2)C(=O)O)C=C1 5-((4-(methylsulfonyl)benzyl)oxy)-1H-1,2,3-triazole-4-carboxylic acid